1-(1-butyl)pyridinium C(CCC)[N+]1=CC=CC=C1